[Si](C1=CC=CC=C1)(C1=CC=CC=C1)(C(C)(C)C)OC[C@@H]1CO[C@@H](CN1C(=O)OCCCC)C(NC(C)(C)C1=C(C=C(C=C1)Cl)OC)=O butyl (2S,5S)-5-(((tert-butyldiphenylsilyl)oxy)methyl)-2-((2-(4-chloro-2-methoxyphenyl)propan-2-yl)carbamoyl)morpholine-4-carboxylate